(Z)-1-(3-(5-(dimethylamino)-2-isopropylphenyl)-4-oxothiazolidin-2-ylidene)-3-(2-methyl-4-(1-(4-(trifluoromethyl)phenyl)-1H-imidazol-4-yl)phenyl)urea CN(C=1C=CC(=C(C1)N1/C(/SCC1=O)=N/C(=O)NC1=C(C=C(C=C1)C=1N=CN(C1)C1=CC=C(C=C1)C(F)(F)F)C)C(C)C)C